N-(3-(4,4-difluoropiperidin-1-yl)propyl)-1-(6-methoxy-3,4-dihydro-2H-benzo[b][1,4]oxazin-7-yl)-6-(pyrazolo[1,5-a]pyrimidin-3-yl)-1H-pyrazolo[4,3-c]pyridine-3-carboxamide FC1(CCN(CC1)CCCNC(=O)C1=NN(C2=C1C=NC(=C2)C=2C=NN1C2N=CC=C1)C=1C(=CC2=C(OCCN2)C1)OC)F